COC(C1=C(C(=CC=C1)N=COCC)Cl)=O 2-chloro-3-((ethoxymethylene)amino)benzoic acid methyl ester